((2R,3S,5R)-5-(6-amino-2-fluoro-9H-purin-9-yl)-2-ethynyl-3-(((hexyloxy)carbonyl)oxy)tetrahydrofuran-2-yl)methyl tetradecanoate C(CCCCCCCCCCCCC)(=O)OC[C@]1(O[C@H](C[C@@H]1OC(=O)OCCCCCC)N1C2=NC(=NC(=C2N=C1)N)F)C#C